BrC=1C=C2C(=CNC2=CC1)/C(/C#N)=C\C=1C=NC=CC1C1=COC=C1 (E)-2-(5-bromo-1H-indol-3-yl)-3-(4-(furan-3-yl)pyridin-3-yl)-acrylonitrile